NC1=CC(=C(C(=O)OCC)C=C1N[C@@H]1COCC1(C)C)OC Ethyl 4-amino-5-[[(3S)-4,4-dimethyltetrahydrofuran-3-yl]amino]-2-methoxybenzoate